CS(=O)(=O)C1(CC1)C1=CC=C(C=C1)C1CN(C1)C(=O)OC(C)(C)C Tert-Butyl 3-[4-(1-methylsulfonylcyclopropyl)phenyl]azetidine-1-carboxylate